FC=1C(=C(C=CC1)[C@@H]1C2=C(NC(=C1C(=O)OC)CF)CCC2=O)CC(F)(F)F methyl (R)-4-(3-fluoro-2-(2,2,2-trifluoroethyl) phenyl)-2-(fluoromethyl)-5-oxo-4,5,6,7-tetrahydro-1H-cyclopenta[b]pyridine-3-carboxylate